BrC=1C=CC2=C(N=C(S2)C2=C(SC=3CN(CCC32)C(=O)OC(C)(C)C)NC(CCN[C@@H](C)CC)=O)C1 tert-Butyl (S)-3-(5-bromobenzo[d]thiazol-2-yl)-2-(3-(sec-butylamino)propanamido)-4,7-dihydrothieno[2,3-c]pyridine-6(5H)-carboxylate